3-((3-(4-nitro-[1,1'-biphenyl]-3-yl)-1H-pyrazol-1-yl)methyl)pyridine [N+](=O)([O-])C1=C(C=C(C=C1)C1=CC=CC=C1)C1=NN(C=C1)CC=1C=NC=CC1